tert-butyl 9-(3-hydroxypropyl)-3-azaspiro[5.5]undecane-3-carboxylate OCCCC1CCC2(CCN(CC2)C(=O)OC(C)(C)C)CC1